Methyl 4-(fluorosulfonyl)benzoate FS(=O)(=O)C1=CC=C(C(=O)OC)C=C1